(R)-1-(4-(5-((4-amino-2-(sec-butoxy)imidazo[2,1-f][1,2,4]triazin-7-yl)methyl)-3-methylpyridin-2-yl)piperazin-1-yl)-2-(dimethylamino)ethan-1-one NC1=NC(=NN2C1=NC=C2CC=2C=C(C(=NC2)N2CCN(CC2)C(CN(C)C)=O)C)O[C@H](C)CC